FC1=CC=C(CCN2N=C3C4=C(C(C(C3=C2C)=O)=O)C=CC=C4)C=C1 2-(4-fluorophenethyl)-3-methyl-2H-benzo[g]indazole-4,5-dione